ClC1=C(C(=O)NC2CCC(CC2)NC(=O)[C@H]2NC[C@@H](C2)O)C=CC(=C1)NC=1C=2N(C=CN1)C(=CN2)C=2C(=NNC2)C(F)(F)F (2S,4R)-N-[4-[[2-chloro-4-[[3-[3-(trifluoromethyl)-1H-pyrazol-4-yl]imidazo[1,2-a]pyrazin-8-yl]amino]benzoyl]amino]cyclohexyl]-4-hydroxypyrrolidine-2-carboxamide